N[C@H]1CS(C2=C(N(C1=O)CC1=CC=C(C=C1)Cl)C=C(C(=C2)F)C=2OC(=NN2)NC(C)C2CC(C2)(F)F)(=O)=O (3R)-3-amino-5-[(4-chlorophenyl)methyl]-7-[5-[1-(3,3-difluorocyclobutyl)ethylamino]-1,3,4-oxadiazol-2-yl]-8-fluoro-1,1-dioxo-2,3-dihydro-1lambda6,5-benzothiazepin-4-one